tert-butyl (2S,4R)-4-(4-fluorophenoxy)-2-methyl-pyrrolidine-1-carboxylate FC1=CC=C(O[C@@H]2C[C@@H](N(C2)C(=O)OC(C)(C)C)C)C=C1